NC1=C(C(=O)O)C=C(C=C1Br)C(F)(F)F 2-amino-3-bromo-5-(trifluoromethyl)benzoic acid